2-(3-fluorophenyl)-5-(methylsulfonyl)-[1,2,4]triazolo[1,5-a][1,3,5]triazin-7-amine FC=1C=C(C=CC1)C1=NN2C(N=C(N=C2N)S(=O)(=O)C)=N1